1-bromo-3-chlorobenzene-d4 BrC1=C(C(=C(C(=C1[2H])[2H])[2H])Cl)[2H]